FC(C1(COC1)N1N=NC(=C1)C)(F)F 1-(1-(3-trifluoromethyl-3-oxetanyl)-1H-triazol-4-yl)-methane